COC=1C=C(C=C2C(=NC=NC12)NCC=1N=NC(=CC1)C)C1=NN(C=C1)C 8-methoxy-6-(1-methyl-1H-pyrazol-3-yl)-N-((6-methylpyridazin-3-yl)methyl)quinazolin-4-amine